(S)-4-(trifluoromethyl)oxazolidin FC([C@H]1NCOC1)(F)F